2-(methylthio)-N-((pyridin-2-yl)methyl)ethan-1-amine CSCCNCC1=NC=CC=C1